5-sulfoisophthalic acid dimethyl ester sodium salt [Na+].COC(C1=CC(C(=O)OC)=CC(=C1)S(=O)(=O)[O-])=O